ClC1=NN=CC2=CC(=C(C=C12)C1=C(C=CC=C1O)F)Cl 4,7-Dichloro-6-(2-fluoro-6-hydroxyphenyl)phthalazin